CCCCCCCCCC=CC=CC=CC=CC=CC(=O)O Eicosapentenoic acid